[4-[(cyanomethyl)carbamoyl]phenyl]boric acid C(#N)CNC(=O)C1=CC=C(C=C1)OB(O)O